FC1=C(C=CC=C1)C=1C(=NC2=CC=C(C=C2C1)NC(CCC(CC)O)=O)C N-(3-(2-fluorophenyl)-2-methyl-quinolin-6-yl)-4-hydroxy-hexanamide